BrC1=CC=C(C=C1)N1C(CCCC1=O)=O 1-(4-bromophenyl)piperidine-2,6-dione